tert-butyl (3S,5R)-3-[[4-[6-(3,5-dimethylisoxazol-4-yl)-1H-indol-3-yl]-5-(trifluoromethyl)pyrimidin-2-yl]amino]-5-hydroxy-piperidine-1-carboxylate CC1=NOC(=C1C1=CC=C2C(=CNC2=C1)C1=NC(=NC=C1C(F)(F)F)N[C@@H]1CN(C[C@@H](C1)O)C(=O)OC(C)(C)C)C